C(C)(C)(C)OC(=O)N[C@H](C(=O)O)C(C)C1=C(C(=CC=C1F)C)C (2S)-2-{[(tert-butoxy)carbonyl]amino}-3-(6-fluoro-2,3-dimethylphenyl)butanoic acid